(S)-N-(sec-butyl)-2-methoxyaniline [C@H](C)(CC)NC1=C(C=CC=C1)OC